COC1=CC=2N(C=C1C(C)(C)O)C(=CN2)C2=NC(=CN=C2)N[C@H]2CNCCC2 (R)-2-(7-methoxy-3-(6-(piperidin-3-ylamino)pyrazin-2-yl)imidazo[1,2-a]pyridin-6-yl)propan-2-ol